CC1=CC2=C(CCO2)C=C1C=1C=C2CCN[C@@H](C2=CC1)CNC1=C(C(=O)O)C=CN=C1 (S)-3-(((6-(6-methyl-2,3-dihydrobenzofuran-5-yl)-1,2,3,4-tetrahydroisoquinolin-1-yl)methyl)amino)isonicotinic acid